OC=1C(OC(C1C)C)=O 3-Hydroxy-4,5-dimethylfuran-2(5H)-on